FC(C=1C=C(C=CC1)C1=CC2=C(N=C(S2)NC(=O)C2C(C3C=CC2C3)C(=O)O)C=C1)(F)F 3-[[6-[3-(trifluoromethyl)phenyl]-1,3-benzothiazol-2-yl]carbamoyl]bicyclo[2.2.1]hept-5-ene-2-carboxylic acid